1-(cyclopropanecarbonyl)-3-(4-(2-((1-methyl-1H-pyrazol-4-yl)amino)pyrimidin-4-yl)-1H-pyrazol-1-yl)azetidin C1(CC1)C(=O)N1CC(C1)N1N=CC(=C1)C1=NC(=NC=C1)NC=1C=NN(C1)C